FC=1C(=C(C=C(C1)CC(C)(C)F)N1C[C@@H](N(CC1)CC=1N=NC=CC1)C)C=1N=NNN1 3-(((2S)-4-(3-fluoro-5-(2-fluoro-2-methylpropyl)-2-(2H-1,2,3,4-tetrazol-5-yl)phenyl)-2-methylpiperazin-1-yl)methyl)pyridazine